CC1=C(C=CC(=C1)C)[N+](=O)[O-] 2,4-dimethyl-nitrobenzene